N[C@@H](C(C)C)C(=O)OC[C@@H](CN1C=2N=C(NC(C2N=C1)=O)N)CCOC(CCCCCCCCCCCCCCCCC)=O (R)-9-[2-(L-valyloxymethyl)-4-(stearoyloxy)butyl]guanine